C(#N)C=1C(=NC(=NC1)NC1=C(C=C(C=C1)N1CCN(CC1)C)NC(OC(C)(C)C)=O)NC1=C(C=CC=C1)OC(C)C Tert-butyl (2-((5-cyano-4-((2-isopropoxyphenyl)amino)pyrimidin-2-yl)amino)-5-(4-methylpiperazin-1-yl)phenyl)carbamate